3,5-bis(9H-carbazol-9-yl)-2,4,6-tris(3,6-di-tert-butyl-9H-carbazole-9-yl)benzonitrile C1=CC=CC=2C3=CC=CC=C3N(C12)C=1C(=C(C#N)C(=C(C1N1C2=CC=C(C=C2C=2C=C(C=CC12)C(C)(C)C)C(C)(C)C)N1C2=CC=CC=C2C=2C=CC=CC12)N1C2=CC=C(C=C2C=2C=C(C=CC12)C(C)(C)C)C(C)(C)C)N1C2=CC=C(C=C2C=2C=C(C=CC12)C(C)(C)C)C(C)(C)C